1,3-bis-(bis-(2-benzimidazolyl-methyl)aminomethyl)-benzene N1=C(NC2=C1C=CC=C2)CN(CC=2NC1=C(N2)C=CC=C1)CC1=CC(=CC=C1)CN(CC=1NC2=C(N1)C=CC=C2)CC=2NC1=C(N2)C=CC=C1